O=C1C=CC(=CN1C=1C=NC=NC1)C(=O)NC1=CC=C(C=C1)OC(F)(F)F 6-Oxo-1-(pyrimidin-5-yl)-N-[4-(trifluoromethoxy)phenyl]-1,6-dihydropyridine-3-carboxamide